ClC=1C(=NC(=C(C1)F)C1=CC2=C(OC(O2)(F)F)C=C1Cl)C(=O)OC Methyl 3-chloro-6-(6-chloro-2,2-difluorobenzo[d][1,3]dioxol-5-yl)-5-fluoropicolinate